NCCNC(CCCNC1=NC2=C(C3=CN=CC=C13)C=CC(=C2)C(=O)OC)=O Methyl 5-((4-((2-aminoethyl)amino)-4-oxobutyl)amino)benzo[c][2,6]naphthyridine-8-carboxylate